(R,S)-4-((4-Chlorophenyl)((8-methyl-4-oxochroman-7-yl)oxy)methyl)benzonitrile ClC1=CC=C(C=C1)[C@@H](C1=CC=C(C#N)C=C1)OC1=CC=C2C(CCOC2=C1C)=O